(S)-2-azido-3,3-dimethylbutanoic acid N(=[N+]=[N-])[C@H](C(=O)O)C(C)(C)C